C1(CC1)C=1SC(=CN1)C=1C=C(C=CC1)N(C(=O)[C@@H]1CC[C@H](CC1)NC(CCS(=O)(=O)C)=O)C[C@@H]1CC[C@H](CC1)C1=CC(=C(C=C1)OC)C trans-N-(3-(2-Cyclopropylthiazol-5-yl)phenyl)-N-((trans-4-(4-methoxy-3-methylphenyl)cyclohexyl)methyl)-4-(3-(methylsulfonyl)propanamido)cyclohexanecarboxamide